6-(3-(5-(1-(cyclopropylmethyl)piperidin-4-yl)-3-fluoropyridin-2-yl)-4-isopropyl-1H-pyrazol-5-yl)-8-methoxy-[1,2,4]triazolo[1,5-a]pyridine C1(CC1)CN1CCC(CC1)C=1C=C(C(=NC1)C1=NNC(=C1C(C)C)C=1C=C(C=2N(C1)N=CN2)OC)F